4-chloro-6-(4-fluorophenyl)-5-(4-methylquinazolin-6-yl)pyridin-2-amine ClC1=CC(=NC(=C1C=1C=C2C(=NC=NC2=CC1)C)C1=CC=C(C=C1)F)N